methyl 1-(4-(1-(tert-butoxycarbonyl)azetidin-3-yl)-2,6-diethylbenzyl)piperidine-4-carboxylate C(C)(C)(C)OC(=O)N1CC(C1)C1=CC(=C(CN2CCC(CC2)C(=O)OC)C(=C1)CC)CC